C(C(=C)C)(=O)OC1=C(C=C(C=C1Br)Br)Br 2,4,6-tribromophenyl methacrylate